1-benzyloxycarbonylamino-cyclopropanecarboxylic acid methyl ester COC(=O)C1(CC1)NC(=O)OCC1=CC=CC=C1